diphenyl-4-(phenylsulfanyl)phenylsulfonium tetrakis(pentafluorophenyl)borate methyl-9-(4-(azetidin-3-ylidenemethyl)phenyl)-8-bromo-6,7-dihydro-5H-benzo[7]annulene-3-carboxylate COC(=O)C1=CC2=C(C(=C(CCC2)Br)C2=CC=C(C=C2)C=C2CNC2)C=C1.FC1=C(C(=C(C(=C1[B-](C1=C(C(=C(C(=C1F)F)F)F)F)(C1=C(C(=C(C(=C1F)F)F)F)F)C1=C(C(=C(C(=C1F)F)F)F)F)F)F)F)F.C1(=CC=CC=C1)[S+](C1=CC=C(C=C1)SC1=CC=CC=C1)C1=CC=CC=C1